NC=1C(=C(C=C2C=C(N=CC12)NC(=O)C1C(C1C)CC#N)C=1C=NC=CC1C)F trans-N-(8-amino-7-fluoro-6-(4-methylpyridin-3-yl)isoquinolin-3-yl)-2-(cyanomethyl)-3-methylcyclopropane-1-carboxamide